bis(4-octyloxyphenyl)phenyl-sulfonium perfluoromethanedisulfonate FC(S(=O)(=O)[O-])(S(=O)(=O)[O-])F.C(CCCCCCC)OC1=CC=C(C=C1)[S+](C1=CC=CC=C1)C1=CC=C(C=C1)OCCCCCCCC.C(CCCCCCC)OC1=CC=C(C=C1)[S+](C1=CC=C(C=C1)OCCCCCCCC)C1=CC=CC=C1